ClC1=C(C(=CC=C1)C)NC(=O)C1=CN=C(S1)NC1=NC(=NC(=C1)NCC=1N=NC(=CC1)N1C(NC(CC1)=O)=O)C N-(2-chloro-6-methylphenyl)-2-((6-(((6-(2,4-dioxotetrahydropyrimidin-1(2H)-yl)pyridazin-3-yl)methyl)amino)-2-methylpyrimidin-4-yl)amino)thiazole-5-carboxamide